FC(COC=1C=C2C(=C(C(N(C2=CC1)C)=O)C#N)N1CCC(CC1)C=1OC2=C(N1)C=C(C=C2)C)(C)F 6-(2,2-Difluoropropoxy)-1-methyl-4-[4-(5-methyl-1,3-benzooxazol-2-yl)piperidin-1-yl]-2-oxo-1,2-dihydroquinoline-3-carbonitrile